CC1=NNC2=CC(=CC=C12)/C=C/C(=O)N[C@@H]1[C@H](CC2=CC=CC=C12)OCC1COC1 (E)-3-(3-methyl-1H-indazol-6-yl)-N-((1S,2S)-2-(oxetan-3-ylmethoxy)-2,3-dihydro-1H-inden-1-yl)acrylamide